dioxygen, ammonium salt [NH4+].[O+2].[O+2]